2-nitrodibenzo[b,d]furan [N+](=O)([O-])C1=CC2=C(OC3=C2C=CC=C3)C=C1